ClC=1C=C(NC2(CCC3([C@H](CC4=CC=CC=C34)C[C@H](COC3=CC=NC=4CCC[C@@H](C34)CC)C)CC2)C(=O)OC)C=CC1 methyl (1r,2'S,4S)-4-(3-chloroanilino)-2'-[(2R)-3-{[(5S)-5-ethyl-5,6,7,8-tetrahydroquinolin-4-yl]oxy}-2-methylpropyl]-2',3'-dihydrospiro[cyclohexane-1,1'-indene]-4-carboxylate